2-Chloro-4-((1-(2,2-difluoropropyl)-7-methoxy-1H-pyrazolo[4,3-c]pyridin-6-yl)amino)-N-(methyl-d3)pyrimidine-5-carboxamide ClC1=NC=C(C(=N1)NC1=C(C2=C(C=N1)C=NN2CC(C)(F)F)OC)C(=O)NC([2H])([2H])[2H]